ClC1=C(C(=CC=C1)OC)SCCCC=O 4-(2-chloro-6-methoxy-phenyl)sulfanyl-butyraldehyde